N'-acetyl-4-amino-N-[[2-methoxy-6-(trifluoromethyl)-3-pyridyl]methyl]-N',1-dimethyl-pyrazolo[4,3-c]quinoline-8-carbohydrazide C(C)(=O)N(N(C(=O)C1=CC=2C3=C(C(=NC2C=C1)N)C=NN3C)CC=3C(=NC(=CC3)C(F)(F)F)OC)C